5-(2',5'-dichloro-5-fluoro-[1,1'-biphenyl]-2-yl)-3-(4-(1-methyl-4-(trifluoromethyl)-1H-imidazol-2-yl)phenyl)-1,2,4-oxadiazole ClC1=C(C=C(C=C1)Cl)C1=C(C=CC(=C1)F)C1=NC(=NO1)C1=CC=C(C=C1)C=1N(C=C(N1)C(F)(F)F)C